5-chloro-1-((5-(3-fluoro-4-methoxyphenyl)pyrazin-2-yl)methyl)-1H-Indazole-7-carboxylic acid methyl ester COC(=O)C=1C=C(C=C2C=NN(C12)CC1=NC=C(N=C1)C1=CC(=C(C=C1)OC)F)Cl